Cl.NCCOCCOCCOCCNC(=O)C1=CC(=C(C(=C1)C)C1=CC=CC=2N1N=C(C2CCCOC2=CC=CC1=CC=CC=C21)C(=O)O)C 7-{4-[(2-{2-[2-(2-aminoethoxy)ethoxy]ethoxy}ethyl)carbamoyl]-2,6-dimethylphenyl}-3-[3-(naphthalen-1-yloxy)propyl]pyrazolo[1,5-a]pyridine-2-carboxylic acid hydrochloride